C(C)(C)NC=1N=CC2=C(N1)NC=C2C2=CC=1N(C=C2)N=CC1C(=O)N1CCCCC1 (5-(2-(isopropylamino)-7H-pyrrolo[2,3-d]pyrimidin-5-yl)pyrazolo[1,5-a]pyridin-3-yl)(piperidin-1-yl)methanone